BrCC1CO1 1-bromo-2,3-epoxypropane